methyl 3-methyl-2-[3-(1,1,2,2,3,3,4,4,4-nonafluorobutylsulfonyloxy)isoxazol-5-yl]butanoate CC(C(C(=O)OC)C1=CC(=NO1)OS(=O)(=O)C(C(C(C(F)(F)F)(F)F)(F)F)(F)F)C